ClC1=CC(=C(C=C1)[C@@H]1OC2=C(O1)C=CC=C2C2CCN(CC2)CC2=NC1=C(N2C[C@H]2OCC2)C=C(C=C1)C(=O)O)F 2-({4-[(2S)-2-(4-chloro-2-fluorophenyl)-1,3-benzodioxol-4-yl]piperidin-1-yl}methyl)-1-[(2S)-oxetan-2-ylmethyl]-1H-benzoimidazole-6-carboxylic acid